3,5-Difluoro-4-((7-methoxy-2-oxo-2,3-dihydro-1H-imidazo[4,5-c][1,8]naphthyridin-1-yl)methyl)-benzamide FC=1C=C(C(=O)N)C=C(C1CN1C(NC=2C=NC=3N=C(C=CC3C21)OC)=O)F